methyl (S)-6-allyl-1,4,8-trioxaspiro[4.5]decane-6-carboxylate C(C=C)[C@]1(C2(OCCO2)CCOC1)C(=O)OC